3-(4-((2-((1-acryloylpiperidin-3-yl)amino)-6-((5-methylthiazol-2-yl)amino)pyridin-4-yl)methyl)piperazin-1-yl)propanenitrile C(C=C)(=O)N1CC(CCC1)NC1=NC(=CC(=C1)CN1CCN(CC1)CCC#N)NC=1SC(=CN1)C